CC1=NOC=C1C(=O)N[C@H](C(NC1=NOC(=C1)C1CCOCC1)=O)[C@@H]1CC[C@H](CC1)C 3-Methyl-N-[(1S)-1-(trans-4-methylcyclohexyl)-2-oxo-2-{[5-(tetrahydropyran-4-yl)-isoxazol-3-yl]amino}ethyl]isoxazole-4-carboxamide